2-(adamantan-1-carbonylamino)-9-(5,6,7,8-tetrahydro-1,8-naphthyridin-2-yl)nonanoic acid C12(CC3CC(CC(C1)C3)C2)C(=O)NC(C(=O)O)CCCCCCCC2=NC=3NCCCC3C=C2